1-((3S,4R)-4-(3,4-difluorophenyl)-1-(2-methoxyethyl)pyrrolidin-3-yl)-3-(3-(2-methoxyethoxy)-4-methyl-1-phenyl-1H-pyrazol-5-yl)urea FC=1C=C(C=CC1F)[C@H]1[C@@H](CN(C1)CCOC)NC(=O)NC1=C(C(=NN1C1=CC=CC=C1)OCCOC)C